CC=1N=C2N(CCNC2=O)C1 2-methyl-6,7-dihydro-5H-imidazo[1,2-a]pyrazin-8-one